6-bromo-7-chloro-2-(pyridin-3-ylmethyl)-1H-benzo[d]imidazole BrC=1C=CC2=C(NC(=N2)CC=2C=NC=CC2)C1Cl